C(C1=CC=CC=C1)OC(=O)N1C(CCC1)CCC1OC1 2-(2-(Oxiran-2-yl)ethyl)pyrrolidine-1-carboxylic acid benzyl ester